2-(3-(cyclopropylmethyl)-1H-indol-1-yl)-N-(4-((6-methyl-2-(pyrrolidin-1-yl)pyrimidin-4-yl)amino)phenyl)acetamide C1(CC1)CC1=CN(C2=CC=CC=C12)CC(=O)NC1=CC=C(C=C1)NC1=NC(=NC(=C1)C)N1CCCC1